C(C)(C)(C)C=1C=C(NN1)NC(=O)NC1=CC=C(C=C1)N1C=NC2=C1C=CC(=C2)OCCOC 1-(5-tert-butyl-2H-pyrazol-3-yl)-3-{4-[5-(2-methoxy-ethoxy)-benzoimidazol-1-yl]-phenyl}-urea